ClC=1C=C(C=CC1Cl)N1N=C(C(C1)C)NC(CCCNC(CCCCCNC(OC(C)(C)C)=O)=O)=O tert-butyl (6-((4-((1-(3,4-dichlorophenyl)-4-methyl-4,5-dihydro-1H-pyrazol-3-yl)amino)-4-oxobutyl)amino)-6-oxohexyl)carbamate